((1R,2R)-2-((benzyloxy)methyl)cyclopropyl)methanol C(C1=CC=CC=C1)OC[C@H]1[C@@H](C1)CO